C(C=C)(=O)NC1CCC(CC1)NC(C1=CC=C(C=C1)C=1C=C(C=2N(C1)N=CC2C#N)OC)=O N-(4-acrylamido-cyclohexyl)-4-(3-cyano-4-methoxypyrazolo[1,5-a]pyridin-6-yl)benzamide